(4-amino-7-fluoroimidazo[1,5-a]quinoxalin-8-yl)2-(quinoxalin-6-yl)piperidin-1-methanone NC=1C=2N(C3=CC(=C(C=C3N1)F)C1(N(CCCC1)C=O)C=1C=C3N=CC=NC3=CC1)C=NC2